(S)-6-amino-1,2,3,4-tetrahydroisoquinoline-3-carboxylic acid NC=1C=C2C[C@H](NCC2=CC1)C(=O)O